NC=1C=2N(C=C(N1)C1=C(C=CC=C1OC)F)C(=CN2)C=2C=C(C=CC2C)S(=O)(=O)N[C@@H]2CC[C@H](CC2)O 3-[8-Amino-6-(2-fluoro-6-methoxyphenyl)imidazo[1,2-a]pyrazin-3-yl]-N-(trans-4-hydroxycyclohexyl)-4-methylbenzenesulfonamide